1-(3-chloro-3'-(6-(difluoromethyl)-5-(4-isopropylpiperazin-1-yl)pyridin-3-yl)-5'-fluoro-2'-hydroxy-[1,1'-biphenyl]-4-yl)-3-methyl-1H-imidazol-2(3H)-one ClC=1C=C(C=CC1N1C(N(C=C1)C)=O)C1=C(C(=CC(=C1)F)C=1C=NC(=C(C1)N1CCN(CC1)C(C)C)C(F)F)O